C1(=CC=C(C=C1)CC(=O)C(C(=O)OCC)C(C(=O)OCC)C)C1=CC=CC=C1 diethyl 2-(2-([1,1'-biphenyl]-4-yl) acetyl)-3-methylsuccinate